5-nitro-3-[2-[4-(4-piperidinylmethyl)piperazin-1-yl]-4-pyridyl]-1H-indazole [N+](=O)([O-])C=1C=C2C(=NNC2=CC1)C1=CC(=NC=C1)N1CCN(CC1)CC1CCNCC1